C(C=C)OC1=C(C=C(C=C1)CN1N=CC=2C1=NC(=NC2N)Cl)COC=2C=C(C=CC2)CO (3-((2-allyloxy-5-((4-amino-6-chloro-pyrazolo[3,4-d]pyrimidin-1-yl)methyl)phenyl)methoxy)phenyl)methanol